NCCN(C(=O)C1=CC2=C(N(C(=N2)C2=CC=C(C=C2)F)C2=CC=C(C=C2)C)C=C1)C N-(2-aminoethyl)-2-(4-fluorophenyl)-N-methyl-1-(p-tolyl)-1H-benzo[d]imidazole-5-carboxamide